5-amino-1-tert-butyl-N-[3-(7-{[(3S,4R)-3-fluoro-1-methylpiperidin-4-yl]amino}-3-(2,2,2-trifluoroethyl)pyrazolo[1,5-a]pyridin-2-yl)prop-2-yn-1-yl]-1H-pyrazole-4-carboxamide NC1=C(C=NN1C(C)(C)C)C(=O)NCC#CC1=NN2C(C=CC=C2N[C@H]2[C@H](CN(CC2)C)F)=C1CC(F)(F)F